C(C)(C)(C)OC(=O)N1N(CCCC1)C(=O)C1=NNC=C(C1=O)O 2-(5-hydroxy-4-oxo-1,4-dihydropyridazine-3-carbonyl)tetrahydropyridazine-1(2H)-carboxylic acid tert-butyl ester